CC.[Sn] tin ethane